1-(3-bromo-4-fluoro-phenyl)ethylamine BrC=1C=C(C=CC1F)C(C)N